BrC1=CC(=C(O[C@H](C(=O)O)C)C=C1)C1=NOC=C1 (S)-2-[4-bromo-2-(3-isoxazolyl)phenoxy]propionic acid